α-rhamnopyranose O[C@H]1[C@H](O)[C@H](O)[C@@H](O)[C@@H](O1)C